CC1C(=O)OCCCCCCCCCCC1 methyltridecanolide